1-[6-[1-(cyclopropylmethyl)-3-methyl-pyrazol-4-yl]-5-(difluoromethyl)-2-pyridyl]-N-(6-methylpyridazin-3-yl)benzimidazol-5-amine C1(CC1)CN1N=C(C(=C1)C1=C(C=CC(=N1)N1C=NC2=C1C=CC(=C2)NC=2N=NC(=CC2)C)C(F)F)C